NN1C(C(NC2=CC=CC=C12)=O)CC 4-amino-3-ethyl-1,3-dihydroquinoxalin-2-one